NCCNC(=O)[C@H]1N(CCC1)C(=O)OC(C)(C)C tert-butyl (2S)-2-[(2-aminoethyl)carbamoyl]pyrrolidine-1-carboxylate